butoxy-7-(4-((1-ethylpyrrolidin-3-yl)oxy)-2-fluorobenzyl)imidazo[2,1-f][1,2,4]triazin-4-amine C(CCC)OC1=NN2C(C(=N1)N)=NC=C2CC2=C(C=C(C=C2)OC2CN(CC2)CC)F